Pyrrolo[2,3-b]Pyridine-5-carbonitrile N1=CC=C2C1=NC=C(C2)C#N